methyl (S)-3-(3-((4-(3-(3-((17-azido-3,6,9,12,15-pentaoxaheptadecyl)carbamoyl)-2-methylphenyl) ureido)benzyl)carbamoyl)pyrrolidin-1-yl)-3-oxopropanoate N(=[N+]=[N-])CCOCCOCCOCCOCCOCCNC(=O)C=1C(=C(C=CC1)NC(NC1=CC=C(CNC(=O)[C@@H]2CN(CC2)C(CC(=O)OC)=O)C=C1)=O)C